C(C)N(C=1C(=C(C=C(C1)C1=CC=C(C=C1)N1CCC(CC1)NC)C(=O)N)C)C1CCOCC1 5-(ethyl(tetrahydro-2H-pyran-4-yl)amino)-4-methyl-4'-(4-(methylamino)piperidin-1-yl)-[1,1'-biphenyl]-3-carboxamide